NC1=NC=CC(=C1)C1=CC2=C(C=3N(CCC2NC2=CC=C(C=C2)Cl)N=NC3C)C=C1 9-(2-aminopyridin-4-yl)-N-(4-chlorophenyl)-1-methyl-6,7-dihydro-5H-benzo[c][1,2,3]triazolo[1,5-a]azepin-7-amine